N-methyl-3-(piperazin-1-yl)-1,7-naphthyridin-8-amine CNC=1N=CC=C2C=C(C=NC12)N1CCNCC1